FC(S(=O)(=O)OC1=CC=CC=2C=COC21)(F)F Benzofuran-7-yl trifluoromethanesulfonate